CC(C)(O)C 1,1-dimethylethanol